(+)-2,5-dimethoxy-4-iodoamphetamine COC1=C(CC(N)C)C=C(C(=C1)I)OC